(methylcyclooct-1,5-dienyl)diethylplatinum CC1=C(CCC=CCC1)[Pt](CC)CC